4-(7-(2-chloro-5-nitrophenyl)imidazo[5,1-b]thiazol-5-yl)benzonitrile ClC1=C(C=C(C=C1)[N+](=O)[O-])C=1N=C(N2C1SC=C2)C2=CC=C(C#N)C=C2